COC(=O)[C@]1(C[C@H](N(CC1)C(C)C1=C(C(=CC=C1)Cl)F)C)CC1=NC(=CC=C1F)Br (2R,4R)-4-((6-bromo-3-fluoropyridin-2-yl)methyl)-1-(1-(3-chloro-2-fluorophenyl)ethyl)-2-methylpiperidine-4-carboxylic acid methyl ester